5-(benzyloxy)-3-chloro-2-methylpyrazine C(C1=CC=CC=C1)OC=1N=C(C(=NC1)C)Cl